FC=1C=C(C=CC1)[C@@H]1NCCC1 (R)-2-(3-fluorophenyl)pyrrolidine